2,4-dioxo-1H-pyrimidine-6-carboxylic acid O=C1NC(=CC(N1)=O)C(=O)O